4-(5-(3,5-dichloro-4-fluorophenyl)-5-(trifluoromethyl)-4,5-dihydroisoxazol-3-yl)-N-(5-(1,1-difluoroethyl)-1-methyl-1H-1,2,4-triazol-3-yl)-2-methylbenzamide ClC=1C=C(C=C(C1F)Cl)C1(CC(=NO1)C1=CC(=C(C(=O)NC2=NN(C(=N2)C(C)(F)F)C)C=C1)C)C(F)(F)F